9-bromo-3,5-dihydro-2H-pyrido[3,4-f][1,4]oxazepine BrC1=CN=CC=2CNCCOC21